(3S,6S)-3-(((tert-Butyldimethylsilyl)oxy)methyl)-4-(3,5-difluorobenzyl)-1,6-dimethylpiperazine-2,5-dione [Si](C)(C)(C(C)(C)C)OC[C@H]1C(N([C@H](C(N1CC1=CC(=CC(=C1)F)F)=O)C)C)=O